6-[[(2S,3S,4R,5S)-3-(3,4-Difluoro-2-methoxy-phenyl)-4,5-dimethyl-5-(trifluoromethyl)tetrahydrofuran-2-carbonyl]amino]pyridin-2-carboxamid FC=1C(=C(C=CC1F)[C@H]1[C@H](O[C@@]([C@@H]1C)(C(F)(F)F)C)C(=O)NC1=CC=CC(=N1)C(=O)N)OC